FC(C(=O)Cl)(F)F TRIFLUORoACETYLCHLORID